C(C)OC(C(Cl)(Cl)Cl)O trichloroacetaldehyde ethyl hemiacetal